Palmitic acid-13C16 [13C]([13CH2][13CH2][13CH2][13CH2][13CH2][13CH2][13CH2][13CH2][13CH2][13CH2][13CH2][13CH2][13CH2][13CH2][13CH3])(=O)O